CC1=NN(N=C1)C=1C=CC(=C(C1)O)C=1SC(=NN1)OC1C[C@@H]2C=C[C@H](C1)N2C 5-(4-methyl-2H-1,2,3-triazol-2-yl)-2-(5-(((1R,3r,5S)-8-methyl-8-azabicyclo[3.2.1]oct-6-en-3-yl)oxy)-1,3,4-thiadiazol-2-yl)phenol